N-(4-(2,6-dioxopiperidin-3-yl)pyridin-2-yl)-2-((R)-2-(trifluoromethyl)piperazin-1-yl)acetamide hydrobromide Br.O=C1NC(CCC1C1=CC(=NC=C1)NC(CN1[C@H](CNCC1)C(F)(F)F)=O)=O